5-((azetidin-3-yloxy)methyl)-2-methyl-N-(1-(naphthalen-1-yl)cyclopropyl)benzamide N1CC(C1)OCC=1C=CC(=C(C(=O)NC2(CC2)C2=CC=CC3=CC=CC=C23)C1)C